dodecafluoroheptaldehyde FC(C(C(C(C(C(C=O)(F)F)(F)F)(F)F)(F)F)(F)F)F